dimethyl-trifluoromethyl-silicon C[Si](C(F)(F)F)C